((3aR,4R,7S,7aR)-2,2-dimethyl-7-(methyl(4-(trifluoromethyl)pyrimidin-2-yl)amino)tetrahydro-4H-[1,3]dioxolo[4,5-c]pyran-4-yl)methanol CC1(O[C@H]2[C@H]([C@H](OC[C@@H]2N(C2=NC=CC(=N2)C(F)(F)F)C)CO)O1)C